N-[4-[4-(3,5-Dichlorophenyl)piperazin-1-yl]sulfonylphenyl]-3-iodo-pyridine-4-carboxamide ClC=1C=C(C=C(C1)Cl)N1CCN(CC1)S(=O)(=O)C1=CC=C(C=C1)NC(=O)C1=C(C=NC=C1)I